N-(acetamidoethyl)-2-methoxy-4-(2-bromo-3-phenylbenzyloxy)-5-chlorobenzylamine hydrochloride Cl.C(C)(=O)NCCNCC1=C(C=C(C(=C1)Cl)OCC1=C(C(=CC=C1)C1=CC=CC=C1)Br)OC